N1=CN(C=CC=C1)C1=NC(=NN1)C(=O)N [1,3-diazepin-3-yl]-1,2,4-triazole-3-carboxamide